OC1=C(C(N(CC1)CC=1C=NC(=NC1)OC1=CC=C(C=C1)C)=O)C(=O)NCC(=O)O N-[(4-hydroxy-1-{[2-(4-methylphenoxy)-5-pyrimidinyl]methyl}-2-oxo-1,2,5,6-tetrahydro-3-pyridinyl)carbonyl]glycine